ClC1=C(C=NN1C)CN(C(OC(C)(C)C)=O)CCO tert-butyl ((5-chloro-1-methyl-1H-pyrazol-4-yl)methyl)(2-hydroxyethyl)carbamate